COC1=CC(=NC(=C1)C1=CN=CS1)C(=O)OC methyl 4-methoxy-6-(thiazol-5-yl)picolinate